C(C)(C)(C)OC(C1=CC(=NC(=C1)CC1=C2CC(NC2=CC=C1)=O)C(NC)=O)=O 2-(methylcarbamoyl)-6-((2-oxoindolin-4-yl)methyl)isonicotinic acid tert-butyl ester